(6-cyclopropylimidazo[1,2-a]pyrazin-2-yl)[(3R,3'R)-3'-hydroxy-1,4-dihydro-1'H,2H-spiro[isoquinoline-3,4'-piperidin]-1'-yl]methanone C1(CC1)C=1N=CC=2N(C1)C=C(N2)C(=O)N2C[C@H]([C@@]1(CC2)NCC2=CC=CC=C2C1)O